O=C1NC(CCC1N1CC2=CC=C(C=C2C1)OCCOCCO)=O 2-(2,6-dioxopiperidin-3-yl)-5-(2-(2-hydroxyethoxy)ethoxy)isoindoline